6-methyl-3-(prop-1-en-2-yl)-1H-pyrrolo[3,2-b]pyridine-1,5-dicarboxylic acid 1-tert-butyl 5-methyl ester COC(=O)C1=C(C=C2C(=N1)C(=CN2C(=O)OC(C)(C)C)C(=C)C)C